AZASYDNONE O1[N-][NH+]=NC1=O